bis(trifluoromethylsulfonyl)imide [N-](S(=O)(=O)C(F)(F)F)S(=O)(=O)C(F)(F)F